tert-butyl 1-(5-chloro-4-((1-methyl-3-(2-(methylamino)-2-oxoethoxy)-2-oxo-1,2-dihydroquinolin-6-yl)amino)pyrimidin-2-yl)piperidine-4-carboxylate ClC=1C(=NC(=NC1)N1CCC(CC1)C(=O)OC(C)(C)C)NC=1C=C2C=C(C(N(C2=CC1)C)=O)OCC(=O)NC